ClCC(=O)N1CCOCC2(CN(CCO2)C(=O)OC(C)(C)C)C1 Tert-butyl 11-(2-chloroacetyl)-1,8-dioxa-4,11-diazaspiro[5.6]dodecane-4-carboxylate